trifluoromethylbiphenyl-4-formaldehyde FC(F)(F)C1=C(C=CC(=C1)C=O)C1=CC=CC=C1